C1(=CC=C(C2=CC=CC=C12)C=1C=C2C=3C=C4C(=CC3N(C2=CC1)C1=CC=CC=C1)C=CC=C4)C=4C=C1C=2C=C3C(=CC2N(C1=CC4)C4=CC=CC=C4)C=CC=C3 2,2'-(naphthalene-1,4-diyl)bis(5-phenyl-5H-benzo[b]carbazole)